N1C(=O)NC(=O)C(=C1)C(=O)O.ClC1=CC(=NC2=CC=CC(=C12)Cl)C1=CC(=CC2=CC=CC=C12)C 4,5-Dichloro-2-(3-methylnaphthalen-1-yl)quinoline Uracil-carboxylate